tert-Butyl (3R,4R)-4-(5-bromopyrazolo[1,5-a]pyridine-3-carboxamido)-3-fluoropiperidine-1-carboxylate BrC1=CC=2N(C=C1)N=CC2C(=O)N[C@H]2[C@@H](CN(CC2)C(=O)OC(C)(C)C)F